5-chloro-2-pyridyltriflimide ClC=1C=CC(=NC1)N(S(=O)(=O)C(F)(F)F)S(=O)(=O)C(F)(F)F